C(C)(C)(C)OC(=O)N1CC(CC1)C(=O)O 1-{tert-butoxycarbonyl}pyrrolidine-3-carboxylic acid